C(CCCC)OC1=CC=C(C(C(=O)O)O)C=C1 4-pentoxymandelic acid